COC(=O)C=1C=NC=C(C(=O)O)C1 5-(methoxycarbonyl)nicotinic acid